NC1=CC=CC(=N1)S(=O)(=O)NC(=O)C=1C(=NC(=CC1)C=1C=NC(=CC1)OC(C)C)N1CC(CC1)C(C)(C)C N-[(6-Amino-2-pyridyl)sulfonyl]-2-(3-tert-butylpyrrolidin-1-yl)-6-(6-isopropoxy-3-pyridyl)pyridin-3-carboxamid